FC1=C(C=C(C=C1)F)C(=O)N1CC(C2(C(N3[C@H](O2)CC[C@H]3C3=CC=CC=C3)=O)CC1)F (5'S,7a'R)-1-(2,5-difluorobenzene-1-carbonyl)-3-fluoro-5'-phenyltetrahydro-3'H-spiro[piperidine-4,2'-pyrrolo[2,1-b][1,3]-oxazol]-3'-one